C(C)(C)(C)OC(=O)N1C[C@@H](CC1)NC=1C=C2C=C(C=NC2=CC1)C (R)-3-((3-Methylquinolin-6-yl)amino)pyrrolidine-1-carboxylic acid tert-butyl ester